C1(CCCC1)COC1=C(C=NC=C1)C=1C=NN(C1)C=1C=C(C=CC1C)NC(C1=NC(=CC=C1)C(F)(F)F)=O N-(3-(4-(4-(cyclopentylmethoxy)pyridin-3-yl)-1H-pyrazol-1-yl)-4-methylphenyl)-6-(trifluoromethyl)picolinamide